COC=1C=C(C=CC1)N1N=C2C=C(C=CC2=C1)NC(=O)NCC1=CC=NC=C1 N-[2-(3-methoxyphenyl)-2H-indazol-6-yl]-N'-[(pyridin-4-yl)methyl]urea